NC1=NC=CC=C1C1=NC=2C(=NC(=CC2)N2N=CC=C2)N1C=1C=C2CC[C@@H](C2=CC1)NCCCN(C(C=C)=O)C (S)-N-(3-((5-(2-(2-aminopyridin-3-yl)-5-(1H-pyrazol-1-yl)-3H-imidazo[4,5-b]pyridin-3-yl)-2,3-dihydro-1H-inden-1-yl)amino)propyl)-N-methylacrylamide